FC1=C(C=C(C=C1)OC1=NC(=CC=C1)C1=C(C=CC=C1)F)O 2-fluoro-5-((6-(2-fluorophenyl)pyridin-2-yl)oxy)phenol